CO[C@H](CC=1SC=C(N1)C(=O)OC)\C=C\C#C\C=C/C[C@@H](C([C@H](\C=C\C)OCOC)(C)C)O[Si](CC)(CC)CC Methyl 2-((2R,3E,7Z,10S,12S,13E)-2-methoxy-12-(methoxymethoxy)-11,11-dimethyl-10-((triethylsilyl)oxy)pentadeca-3,7,13-trien-5-yn-1-yl)thiazole-4-carboxylate